OC1=CC=2C(C3=CC(=CC=C3C2C=C1)O)(C)C 2,7-dihydroxyl-9,9-dimethylfluorene